4-amino-3-chloro-5-fluoro-6-(7-fluoro-1H-indol-6-yl)pyridine-2-carboxylic acid ethyl ester C(C)OC(=O)C1=NC(=C(C(=C1Cl)N)F)C1=CC=C2C=CNC2=C1F